pregna-5-ene CC[C@H]1CC[C@H]2[C@@H]3CC=C4CCCC[C@]4(C)[C@H]3CC[C@]12C